3,5-dimethylcyclohexane CC1CCCC(C1)C